N1=C(C=CC=C1)C1=C(C=C(C=C1)C1=NNC(OC1)=O)C(F)(F)F 5-[4-(pyridin-2-yl)-3-(trifluoromethyl)phenyl]-3,6-dihydro-2H-1,3,4-oxadiazin-2-one